tert-butyl (5S)-5-(3-(adamantan-1-yl)-1,2,4-oxadiazol-5-yl)-5-aminopentylcarbamate C12(CC3CC(CC(C1)C3)C2)C2=NOC(=N2)[C@H](CCCCNC(OC(C)(C)C)=O)N